(5s,8s)-8-(((4-(((E)-2-(aminomethyl)-3-fluoroallyl)oxy)phenyl)sulfonyl)methyl)-2-isopropyl-2-azaspiro[4.5]decan-1-one NC/C(/COC1=CC=C(C=C1)S(=O)(=O)CC1CCC2(CCN(C2=O)C(C)C)CC1)=C\F